COC(C(C)(C)C1=C(C=C(C=C1)CC(=O)OC(C)(C)C)OC)=O 2-[4-(2-Tert-butoxy-2-oxo-ethyl)-2-methoxy-phenyl]-2-methyl-propionic acid methyl ester